N-(5-Bromo-2-(3-(dimethylamino)propoxy)pyridin-3-yl)thiophene-2-sulfonamide BrC=1C=C(C(=NC1)OCCCN(C)C)NS(=O)(=O)C=1SC=CC1